5-{2-amino-[1,2,4]triazolo-[1,5-a]pyridin-7-yl}-N-{[3-(cyclopropylmethoxy)-pyridin-2-yl]methyl}-2-methylpyridine-3-carboxamide NC1=NN2C(C=C(C=C2)C=2C=C(C(=NC2)C)C(=O)NCC2=NC=CC=C2OCC2CC2)=N1